C1(=CC=C(C=C1)C(NC(=O)C=1C(NC(=C(C1)C=C)C(F)(F)F)=O)C1=CC=C(C=C1)C)C N-(di-p-tolylmethyl)-2-oxo-6-(trifluoromethyl)-5-vinyl-1,2-dihydropyridine-3-carboxamide